N-(5-(((3-exo)-8-(2-cyanoethyl)-8-azabicyclo[3.2.1]oct-3-yl)amino)-1,6-naphthyridin-7-yl)-5-methyl-1H-pyrazole-3-carboxamide C(#N)CCN1C2CC(CC1CC2)NC2=C1C=CC=NC1=CC(=N2)NC(=O)C2=NNC(=C2)C